tert-butyl (S)-4-(6-bromo-1,2,4-triazin-3-yl)-2-cyclopropylpiperazine-1-carboxylate BrC1=CN=C(N=N1)N1C[C@@H](N(CC1)C(=O)OC(C)(C)C)C1CC1